4-(8-methyl-2H-chromen-4-yl)-1H-imidazole CC=1C=CC=C2C(=CCOC12)C=1N=CNC1